diphenylbenzoylmethyl-sulfonium (n-butyl)triphenylborate C(CCC)[B-](C1=CC=CC=C1)(C1=CC=CC=C1)C1=CC=CC=C1.C1(=CC=CC=C1)C([SH+]C(C1=CC=CC=C1)=O)C1=CC=CC=C1